tert-butyl (4R,7S,8S,9S)-13-chloro-14-fluoro-17-formyl-9,16-dimethyl-10-oxa-2,12,18,20-tetrazapentacyclo[9.7.1.14,7.02,8.015,19]icosa-1(18),11,13,15(19),16-pentaene-20-carboxylate ClC=1N=C2O[C@H]([C@@H]3[C@@H]4CC[C@H](CN3C3=NC(=C(C(C1F)=C32)C)C=O)N4C(=O)OC(C)(C)C)C